ClC1=NC2=C(C=CC=C2C(=N1)N1[C@@H](CCC1)CO)OC(C)C (S)-(1-(2-chloro-8-isopropoxyquinazolin-4-yl)pyrrolidin-2-yl)methanol